NC=1C(=NC=C(C1)OC)N[C@@H]1CN(CC1)C(=O)OC(C)(C)C tert-Butyl (S)-3-((3-amino-5-methoxypyridin-2-yl)amino)pyrrolidine-1-carboxylate